2-[4-(2,6-difluoro-4-nitro-phenyl)piperazin-1-yl]Acetic acid ethyl ester C(C)OC(CN1CCN(CC1)C1=C(C=C(C=C1F)[N+](=O)[O-])F)=O